2,3-dimethyl-1-phenylpiperazine hydrochloride Cl.CC1N(CCNC1C)C1=CC=CC=C1